methyl 2-(5-bromo-6-fluoro-1H-indazol-1-yl)acetate BrC=1C=C2C=NN(C2=CC1F)CC(=O)OC